C(C)OC=1SC(=C(N1)C)C(=O)O 2-ethoxy-4-methylthiazole-5-carboxylic acid